CN1CCN(CC1)CC1=CC=CC=C1 1-methyl-4-(benzyl)piperazine